CC(C(=O)OC(C)(C)C)(C)OCC(C)=O tert-butyl 2-methyl-2-(2-oxopropoxy)propanoate